N-(4-{[6-(5-chloro-2-fluorophenyl)pyridazin-4-yl]amino}pyridin-2-yl)-4-(morpholin-4-yl)butanamide ClC=1C=CC(=C(C1)C1=CC(=CN=N1)NC1=CC(=NC=C1)NC(CCCN1CCOCC1)=O)F